BrC1=CC=C2C(N(C(C2=C1)=O)CC1=NC=C(C=C1)Cl)(OC1CS(CC1)(=O)=O)C1=CC=C(C=C1)Cl 6-bromo-3-(4-chlorophenyl)-2-((5-chloropyridin-2-yl)methyl)-3-((1,1-dioxotetrahydrothiophen-3-yl)oxy)isoindolin-1-one